CC=1C(=C(N=NC1)S(=O)(=O)N)C dimethylpyridazine-3-sulfonamide